C(#N)C=1C(=CC(=C(C1)S(=O)(=O)Cl)F)F 5-cyano-2,4-difluorobenzene-1-sulfonyl chloride